CC1=C(C=CC(=C1)C)C1=C(C=CC=C1)C=1N=C2N(C=CC(=C2)C(=O)OC)C1 methyl 2-(2',4'-dimethyl-[1,1'-biphenyl]-2-yl)imidazo[1,2-a]pyridine-7-carboxylate